BrC1=CC2=C(N=C(S2)NC(=O)C2C3CC4CC(CC2C4)C3)C=C1 N-(6-bromo-1,3-benzothiazol-2-yl)adamantane-2-carboxamide